N1N=CC2=C(C=CC=C12)B(O)O (1H-indazole-4-yl)boronic acid